O1CC(CC1)O Tetrahydrofuran-3-ol